N-(4-(6-(2-ethylphenoxy)hexyl)phenyl)piperazine-1-carboxamide hydrochloride Cl.C(C)C1=C(OCCCCCCC2=CC=C(C=C2)NC(=O)N2CCNCC2)C=CC=C1